OS(=O)(=O)C(F)(F)F.[N+](=O)([O-])N(O)C(C1=CC=CC=C1)=O nitrobenzoylhydroxylamine triflate